COC1=C2C(NC(=NC2=CC(=C1)OC)C1=CC=C(C=C1)N1CCC(CC1)CN1CC2N(C(C1)C2)C2=CC1=CN(C=C1C=C2F)C2C(NC(CC2)=O)=O)=O 5-(3-((1-(4-(5,7-dimethoxy-4-oxo-3,4-dihydroquinazolin-2-yl)phenyl)piperidin-4-yl)methyl)-3,6-diazabicyclo[3.1.1]heptane-6-yl)-2-(2,6-dioxopiperidin-3-yl)-6-fluoroisoindole